N-(2-methylpentan-3-yl)cyclohexane-1,3-diamine CC(C)C(CC)NC1CC(CCC1)N